(S)-3-(1-([1,1'-biphenyl]-3-yl)cyclopropyl)-6-(1-amino-1,3-dihydrospiro[indene-2,4'-piperidine]-1'-yl)-1,5-dihydro-4H-pyrazolo[3,4-d]pyrimidin-4-one C1(=CC(=CC=C1)C1(CC1)C1=NNC=2N=C(NC(C21)=O)N2CCC1(CC2)[C@@H](C2=CC=CC=C2C1)N)C1=CC=CC=C1